3-(1-(4-methyl-1,4-cyclopentadienyl)methylene)benzothiophene tert-butyl-5-amino-2-(5-fluoro-2-methylquinolin-3-yl)-5-oxopentanoate C(C)(C)(C)OC(C(CCC(=O)N)C=1C(=NC2=CC=CC(=C2C1)F)C)=O.CC=1CC=C(C1)C=C1CSC2=C1C=CC=C2